CC1=NN(C(=C1)C)C=1C=C(C=CC1)[C@@H](CN1CC2(C1)CN(CC2)CCC2=CC=C1CCCN(C1=N2)C(=O)OC(C)(C)C)CC(=C=O)OC tert-butyl (S)-7-(2-(2-(2-(3-(3,5-dimethyl-1H-pyrazol-1-yl)phenyl)-4-methoxy-4-carbonylbutyl)-2,6-diazaspiro[3.4]octan-6-yl)ethyl)-3,4-dihydro-1,8-naphthyridine-1(2H)-carboxylate